(E)-3-(3-(3,5-bis(trifluoromethyl)phenyl)-1H-1,2,4-triazol-1-yl)acrylic acid FC(C=1C=C(C=C(C1)C(F)(F)F)C1=NN(C=N1)/C=C/C(=O)O)(F)F